6-ethylpyridine C(C)C1=CC=CC=N1